C[Si](O[Si](C)(C)C)(O[Si](C)(C)C)CCCNC1=NC=NC=N1 6-[(3-{1,3,3,3-tetramethyl-1-[(trimethylsilyl)oxy]disiloxanyl}propyl)amino]-s-triazine